(R)-N-((S)-1-(((R)-2-amino-6,7-dihydro-5H-cyclopenta[b]pyridin-5-yl)amino)-1-oxopropan-2-yl)-4-(3-chlorophenyl)-1,2,5,6-tetrahydropyridine-2-carboxamide NC1=CC=C2C(=N1)CC[C@H]2NC([C@H](C)NC(=O)[C@@H]2NCCC(=C2)C2=CC(=CC=C2)Cl)=O